2-benzyl-(2R,4R)-4-((4-bromothiophen-2-yl)methyl)-5-oxopyrrolidine-1,2-dicarboxylic acid 1-(tert-butyl) ester C(C)(C)(C)OC(=O)N1[C@@](C[C@@H](C1=O)CC=1SC=C(C1)Br)(C(=O)O)CC1=CC=CC=C1